FC1(CCC(CC1)[C@H](NC(=O)C=1N(N=CN1)C(C)C)C1=NC2=C(N1)C=CC(=C2F)C(CC(F)F)C(NCC(C)(F)F)=O)F N-[(S)-(4,4-Difluorocyclohexyl){5-[1-(2,2-Difluoropropylcarbamoyl)-3,3-Difluoropropyl]-4-fluoro-1H-benzimidazol-2-yl}methyl]-2-isopropyl-1,2,4-triazole-3-carboxamide